5-methylazepan CC1CCCNCC1